C(=O)(O)[C@@H](CO)NCC=1C(=CC(=NC1)C(=O)NC=1C(=C(C=CC1)C1=C(C(=CC=C1)NC(=O)C1=CC(=C(C=N1)CN[C@@H](CO)C(=O)O)C1CC1)C)C)C1CC1 ((6-((3'-(5-((((R)-1-carboxy-2-hydroxyethyl)amino)methyl)-4-cyclopropyl-picolinamido)-2,2'-dimethyl-[1,1'-biphenyl]-3-yl)carbamoyl)-4-cyclopropyl-pyridin-3-yl)methyl)-L-serine